O=C1N(CCN1)CCOC1=C(C2=CC=CC=C2C=C1)C#N 2-[2-(2-oxoimidazolidin-1-yl)ethoxy]-1-naphthalenecarbonitrile